N-((2-(4'-Fluoro-2'-(4-methyl-4H-1,2,4-triazol-3-yl)-[1,1'-biphenyl]-3-yl)-7-(trifluoromethyl)benzo[d]oxazol-5-yl)methyl)-3-methoxypropan-1-amine FC1=CC(=C(C=C1)C1=CC(=CC=C1)C=1OC2=C(N1)C=C(C=C2C(F)(F)F)CNCCCOC)C2=NN=CN2C